1-Phenoxy-4,5-dihydrobenzo[4,5]thiophene O(C1=CC=CC=C1)S1C=CC2=C1C=CCC2